C(=CC(C)C)O iso-pentenyl alcohol